N[C@@H](CCC(=O)O)C(=O)N[C@@H](CCCCN)C(=O)O[2H] glutamyl-lysine-d